N[C@@H]([C@@H](C1=CC=CC=C1)NC(CC(=O)NC1=CC=C(C=C1)F)=O)C1=CC=CC=C1 N1-((1R,2R)-2-amino-1,2-diphenylethyl)-N3-(4-fluorophenyl)malonamide